1,8-dimethyl-5-[[(1R)-1-[3-(1,1-difluoro-2-hydroxy-ethyl)phenyl]ethyl]amino]spiro[pyrrolo[3,2-g]phthalazine-3,4'-tetrahydropyran]-2-one CN1C(C2(CCOCC2)C=2C=C3C(=NN=C(C3=CC21)C)N[C@H](C)C2=CC(=CC=C2)C(CO)(F)F)=O